(e)-1,2-Bis(4-fluorophenyl)ethane FC1=CC=C(C=C1)CCC1=CC=C(C=C1)F